CCCCCCCCCCCCCCCCCC(=O)OC[C@H](COP(=O)(O)OP(=O)(O)OC[C@@H]1[C@H]([C@H]([C@@H](O1)N2C=CC(=NC2=O)N)O)O)OC(=O)CCCCCCCCCCCCCCCCC The molecule is a CDP-diacylglycerol in which both of the phosphatidyl acyl groups are specified as octadecanoyl (stearoyl). It has a role as a Mycoplasma genitalium metabolite. It derives from an octadecanoic acid.